NC1=NC2=C3C(=CC=C2C(=N1)N)N(C=C3)CC3=CC=C(C=C3)C=3C(=CC=CC3)C#N 4'-((2,4-diamino-7H-pyrrolo[2,3-h]quinazolin-7-yl)methyl)-[1,1'-biphenyl]-2-carbonitrile